[N+](=O)([O-])C1=CC=C(C=C1)OC(=O)N1CC(C(CC1)OCC1(CC1)C(F)(F)F)(C)CC 3-ethyl-3-methyl-4-[[1-(trifluoromethyl)cyclopropyl]methoxy]piperidine-1-carboxylic acid (4-nitrophenyl) ester